1-(2-fluoro-4-hydroxybenzyl)-3,4-dimethyl-2-oxo-N-(2,4,6-trifluorobenzyl)-1,2,3,4-tetrahydroquinazoline-7-carboxamide FC1=C(CN2C(N(C(C3=CC=C(C=C23)C(=O)NCC2=C(C=C(C=C2F)F)F)C)C)=O)C=CC(=C1)O